ClC1=CC=CC=2N1N=C(C2)[C@H]2N(CCC1=C2N=CN1)C(=O)C1=C(N=C(O1)C(C)(C)F)C (S)-(4-(7-chloropyrazolo[1,5-a]pyridin-2-yl)-6,7-dihydro-1H-imidazo[4,5-c]pyridin-5(4H)-yl)(2-(2-fluoropropan-2-yl)-4-methyloxazol-5-yl)methanone